2-methacryloxyethyl-trimethylhexamethylene dicarbamate C(N)(OC(C(CCCCOC(N)=O)(C)CCOC(C(=C)C)=O)(C)C)=O